FC(OC1=CC=CC2=CC=CC=C12)(F)C1=NC=C(C=C1)C1=NN=NN1 (difluoro(naphthalen-1-yloxy)methyl)-5-(1H-tetrazol-5-yl)pyridine